C(CCCCCCCCCCCCCCCCCCC)SCCCOP([O-])(=O)CO[C@@H](CN1C2=NC=NC(=C2N=C1)N)C.[NH4+].C1N(CC12CCNCC2)C2=NC1=CC=C(C=C1C=N2)C#CC2=CC=CC=C2 (2,7-diazaspiro[3.5]non-2-yl)-6-(phenylethynyl)quinazoline ammonium 3-(icosylthio)propyl-(R)-(((1-(6-amino-9H-purin-9-yl)propan-2-yl)oxy)methyl)phosphonate